methyl 2-(phenylmethylthio)-5-bromonicotinate C1(=CC=CC=C1)CSC1=C(C(=O)OC)C=C(C=N1)Br